FC=1C=C(C=CC1F)[C@H]1[C@@H](C1)NC=1C2=C(N=C(N1)C1=CC(=NC=C1)N(C)C)SC(=C2)C N-((1R,2S)-2-(3,4-difluorophenyl)cyclopropyl)-2-(2-(dimethylamino)pyridin-4-yl)-6-methylthieno[2,3-d]pyrimidin-4-amine